N,N-diethyl-5-(quinolin-6-yl)penta-2,4-dienamide C(C)N(C(C=CC=CC=1C=C2C=CC=NC2=CC1)=O)CC